N-(4-(1-benzyl-2-(6,7-dimethoxy-1,2,3,4-tetrahydroisoquinoline-2-carbonyl)-1H-indol-5-yl)phenyl)-4-chlorobenzamide C(C1=CC=CC=C1)N1C(=CC2=CC(=CC=C12)C1=CC=C(C=C1)NC(C1=CC=C(C=C1)Cl)=O)C(=O)N1CC2=CC(=C(C=C2CC1)OC)OC